8-(4-(4-(naphthalene-2-yl)-6-(naphthalene-3-yl)-1,3,5-triazin-2-yl)phenyl)quinoline C1=C(C=CC2=CC=CC=C12)C1=NC(=NC(=N1)C=1C=CC2=CC=CC=C2C1)C1=CC=C(C=C1)C=1C=CC=C2C=CC=NC12